(trans-3-(3-cyclopropyl-4-(6-ethylpyridin-2-yl)-1H-pyrazol-1-yl)cyclobutyl)methanamine C1(CC1)C1=NN(C=C1C1=NC(=CC=C1)CC)[C@@H]1C[C@H](C1)CN